[Pd](Cl)Cl.CN(C1=CC=C(C=C1)PC1=CC=C(C=C1)N(C)C)C bis(4-dimethylaminophenyl)phosphine palladium (II) dichloride